2-(((1r,4r)-4-(((3-fluorophenyl)(3-methoxyphenyl)carbamoyl-oxy)methyl)cyclohexyl)methoxy)acetic acid FC=1C=C(C=CC1)N(C(=O)OCC1CCC(CC1)COCC(=O)O)C1=CC(=CC=C1)OC